7,7-difluoro-5-phenyl-N-[(3S)-7,9-difluoro-2-oxo-1,3,4,5-tetrahydro-1-benzazepin-3-yl]-5,6-dihydropyrrolo[1,2-b][1,2,4]triazole-2-carboxamide FC1(CC(N2N=C(N=C21)C(=O)N[C@@H]2C(NC1=C(CC2)C=C(C=C1F)F)=O)C1=CC=CC=C1)F